Methyl ((2-(((1s,3R)-3-(((4,4-difluorocyclohexyl)amino)methyl)cyclobutyl)methoxy)-4-methylphenyl)sulfonyl)-L-prolinate FC1(CCC(CC1)NCC1CC(C1)COC1=C(C=CC(=C1)C)S(=O)(=O)N1[C@@H](CCC1)C(=O)OC)F